4-trifluoromethanesulfonyl-oxy-3,6-dihydro-2H-pyridine-1-carboxylic acid tert-butyl ester C(C)(C)(C)OC(=O)N1CCC(=CC1)OS(=O)(=O)C(F)(F)F